FC=1C(=CC(=C(C(=O)N[C@@H](CO)CC)C1)O[C@@H](C)CC(C)C)N1N=C(N(C1=O)C)C(C)C 5-Fluoro-N-[(2R)-1-hydroxybut-2-yl]-4-[4-methyl-5-oxo-3-(propan-2-yl)-4,5-dihydro-1H-1,2,4-triazol-1-yl]-2-{[(2S)-4-methylpent-2-yl]oxy}benzamide